CN(C(=O)C1=CC(=NC(=C1)C=1N=NN(C1)C=1C(=C(C(=O)O)C=CC1)O)C=1N=NN(C1)C=1C(=C(C(=O)O)C=CC1)O)C 4'-((4-(dimethylcarbamoyl)pyridin-2,6-diyl)bis(1H-1,2,3-triazole-4,1-diyl))bis(2-hydroxybenzoic acid)